4-cyclopropyl-6-(difluoromethoxy)-5-(4,4,5,5-tetramethyl-1,3,2-Dioxaborol-2-yl)pyrimidine C1(CC1)C1=NC=NC(=C1B1OC(C(O1)(C)C)(C)C)OC(F)F